tert-Butyl 3-(3-bromobenzoyl)-5-methyl-2-oxo-piperidine-1-carboxylate BrC=1C=C(C(=O)C2C(N(CC(C2)C)C(=O)OC(C)(C)C)=O)C=CC1